4-[3-(5-fluoro-2-pyridinyl)-1-methyl-pyrazol-4-yl]-1-methyl-pyrrolo[2,3-b]pyridine FC=1C=CC(=NC1)C1=NN(C=C1C1=C2C(=NC=C1)N(C=C2)C)C